1-(1-(2-bromo-5-(trifluoromethyl)phenyl)cyclopropyl)ethanone BrC1=C(C=C(C=C1)C(F)(F)F)C1(CC1)C(C)=O